ClC1=CC=C(C=C1)C1=NN2C(C=NC(C2)(C)C)=C1C1=CC=NC=C1 2-(4-chlorophenyl)-6,6-dimethyl-3-(pyridin-4-yl)-6,7-dihydropyrazolo[1,5-a]pyrazin